1-(3,5-difluorobenzyl)-6-(5H-pyrrolo[2,3-b]pyrazin-5-yl)-1H-imidazo[4,5-b]pyridin-2-amine FC=1C=C(CN2C(=NC3=NC=C(C=C32)N3C=CC=2C3=NC=CN2)N)C=C(C1)F